1-(5-ethyl-2-nitrophenyl)-N1,N2,N2-trimethylethane-1,2-diamine C(C)C=1C=CC(=C(C1)C(CN(C)C)NC)[N+](=O)[O-]